NC1=NC=2C=C(C(=CC2C=2N1C=NC2)C(=O)O)F 5-amino-8-fluoroimidazo[1,5-c]quinazoline-9-carboxylic acid